4-(2-(4-aminopiperidin-1-yl)-1-methyl-6-oxo-5-p-tolyl-1,6-dihydropyrimidin-4-yl)-benzonitrile NC1CCN(CC1)C=1N(C(C(=C(N1)C1=CC=C(C#N)C=C1)C1=CC=C(C=C1)C)=O)C